ClC1=C(N(C=N1)C1CC1)CSC=1NC(C2=C(N1)CCC2)=O 2-{[(5-chloro-3-cyclopropylimidazol-4-yl)methyl]sulfanyl}-3H,5H,6H,7H-cyclopenta[d]pyrimidin-4-one